C(C)(C)(C)C1=CC=C(C=C1)C=1C=2N(C=C(N1)C#N)C=CN2 8-(4-(tert-butyl)phenyl)imidazo[1,2-a]pyrazine-6-carbonitrile